4-TERT-BUTYL-2-FURANBORONIC ACID C(C)(C)(C)C=1C=C(OC1)B(O)O